FCC(C(F)(F)F)OC(C(F)(F)F)CF fluoromethyltrifluoroethyl ether